(S)-Isopropyl 2-(((S)-(perfluorophenoxy)(phenoxy)phosphoryl)amino)propanoate FC1=C(O[P@@](=O)(OC2=CC=CC=C2)N[C@H](C(=O)OC(C)C)C)C(=C(C(=C1F)F)F)F